sodium bis(fluoro)sulfimide FS(=N)F.[Na]